9-{4-[3-(1,1-difluoroethyl)-phenoxy]phenyl}-7-methyl-3,4,6,7,8,9-hexahydropyrido[2,1-c][1,2,4]thiadiazine 2,2-dioxide FC(C)(F)C=1C=C(OC2=CC=C(C=C2)C2CC(CN3C2=NS(CC3)(=O)=O)C)C=CC1